O=C1CCN(CC1)C1=CC=CC2=C1OCCN2N2C(CCCC2=O)=O (8-(4-oxopiperidin-1-yl)-2,3-dihydro-4H-benzo[b][1,4]oxazin-4-yl)piperidine-2,6-dione